4-cyclohexanedimethanol adipate C(CCCCC(=O)O)(=O)O.C1(CCC(CC1)CO)CO